FC1=CC=C(C(=O)O)C=C1 L-4-fluorobenzoic acid